(2S)-pyrrolidine-2-carboxylic acid tert-butyl ester C(C)(C)(C)OC(=O)[C@H]1NCCC1